ClC1=C(C=C(C(=C1)F)N1C(NC(=CC1=O)C(F)(F)F)=O)C1=NO[C@](C1)(C(=O)OCC)C Ethyl (5R)-3-[2-chloro-5-[2,4-dioxo-6-(trifluoromethyl)-1H-pyrimidin-3-yl]-4-fluoro-phenyl]-5-methyl-4H-isoxazole-5-carboxylate